CC(CC1=CC(=C(C=C1)C=1NC2=CC=CC=C2C(C1)=O)C)(C)C 2-[4-(2,2-dimethylpropyl)-2-methyl-phenyl]-1H-quinolin-4-one